Methyl 2-(4-(6-((4-cyano-2-fluorobenzyl)oxy)pyridin-2-yl)-2-((1-(hydroxymethyl)cyclopropyl)ethynyl)benzyl)-1-(2-methoxyethyl)-1H-benzo[d]imidazole-6-carboxylate C(#N)C1=CC(=C(COC2=CC=CC(=N2)C2=CC(=C(CC3=NC4=C(N3CCOC)C=C(C=C4)C(=O)OC)C=C2)C#CC2(CC2)CO)C=C1)F